6-((2-(3-((tert-Butoxycarbonyl)(6-methoxy-3-nitropyridin-2-yl)amino)-prop-1-yn-1-yl)-4-fluorophenyl)amino)-2-fluoro-3-(trifluoromethyl)-benzoic acid methyl ester COC(C1=C(C(=CC=C1NC1=C(C=C(C=C1)F)C#CCN(C1=NC(=CC=C1[N+](=O)[O-])OC)C(=O)OC(C)(C)C)C(F)(F)F)F)=O